2-(4-methyl-2-pyridinyl)-6-[3-(4-pyridinyl)propoxy]-3H-quinazolin-4-one dihydrochloride Cl.Cl.CC1=CC(=NC=C1)C1=NC2=CC=C(C=C2C(N1)=O)OCCCC1=CC=NC=C1